BrC1=NC(=NC(=N1)Br)C1=CC=C(C=C1)Cl 2,4-dibromo-6-(4-chlorophenyl)-1,3,5-triazine